C(C)(C)(C)OC(=O)NCCCC1=C(C=CC(=C1)F)NC1=C(C(=O)OC)C=C(C(=C1)C(F)(F)F)F methyl 2-((2-(3-((tert-butoxycarbonyl)amino)propyl)-4-fluorophenyl)amino)-5-fluoro-4-(trifluoromethyl)benzoate